OC=1C(=C2C(=CN(C2=CC1)C1=CC=CC=C1)C(C)=O)CN1CCCCC1 (5-hydroxy-1-phenyl-4-(piperidin-1-ylmethyl)-1H-indol-3-yl)ethan-1-one